acrylic acid 4-hydroxybutylacrylate OCCCCOC(C=C)=O.C(C=C)(=O)O